sodium 2,2'-methylene-bis(4,6-di-n-butylphenyl) phosphate P1(=O)(OC2=C(C=C(C=C2CCCC)CCCC)CC2=C(C(=CC(=C2)CCCC)CCCC)O1)[O-].[Na+]